FC(CO[Si](C(C)(C)C)(C1=CC=CC=C1)C1=CC=CC=C1)(CO[Si](C(C)(C)C)(C1=CC=CC=C1)C1=CC=CC=C1)CCCCC=C 6-fluoro-6-(hex-5-en-1-yl)-2,2,10,10-tetramethyl-3,3,9,9-tetraphenyl-4,8-dioxa-3,9-disilaundecane